(S)-5-((1-(4-(2,4-Dimethylpiperazin-1-yl)phenyl)-1H-imidazol-4-yl)amino)pyrazine-2-carbonitrile C[C@@H]1N(CCN(C1)C)C1=CC=C(C=C1)N1C=NC(=C1)NC=1N=CC(=NC1)C#N